[dimethylamino(fluoro)methylene]-dimethyl-ammonium hexafluorophosphate F[P-](F)(F)(F)(F)F.CN(C)C(F)=[N+](C)C